6-bromo-7-chloro-5,9-dioxa-13b-boranaphtho[3,2,1-de]anthracene BrC1=C(C=C2OC=3C=CC=CC3B3C2=C1OC=1C=CC=CC13)Cl